(2R or S)-4-cyclopropyl-1,1-difluoro-1-{2-fluoro-3-[(1R)-1-{[6-(methanesulfonyl)-2-methylpyrido[3,4-d]pyrimidin-4-yl]amino}ethyl]phenyl}-2-methylbut-3-yn-2-ol C1(CC1)C#C[C@](C(C1=C(C(=CC=C1)[C@@H](C)NC=1C2=C(N=C(N1)C)C=NC(=C2)S(=O)(=O)C)F)(F)F)(O)C |o1:5|